CNC(C1=NC(=C(C=C1)N1CCN(CC1)CC=1N=C(SC1)NC(C(CC)=O)=O)C)=O N,6-dimethyl-5-(4-((2-(2-oxobutanamido)thiazol-4-yl)methyl)piperazin-1-yl)picolinamide